2-(10-propenoyl-4-fluoro-3-(2-fluoro-6-hydroxyphenyl)-7-methyl-8-oxo-8,8a,9,10,11,12-hexahydro-7H-pyrazino[1',2':4,5]pyrazino[2,3-c][1,6]naphthyridin-11-yl)acetonitrile C(C=C)(=O)N1CC2N(C3=C(C=NC4=C(C(=NC=C34)C3=C(C=CC=C3O)F)F)N(C2=O)C)CC1CC#N